3,9,12-trioxa-6,15-diaza-δ-oxo-pentadecanoic acid O=C(COCC(=O)O)NCCOCCOCCN